BrC=1C2=C(C(N(C1)CC)=O)N(C=C2)S(=O)(=O)C2=CC=C(C)C=C2 4-bromo-6-ethyl-1-tosyl-1H-pyrrolo[2,3-c]pyridin-7(6H)-one